naphthol compound with phenol C1(=CC=CC=C1)O.C1(=CC=CC2=CC=CC=C12)O